CN1C(=CC2=C(C=CC=C12)OC)C(=O)N[C@H](C(NC(C=O)CC1C(NC2(C1)CCCCC2)=O)=O)CC(C)C methyl-4-methoxy-N-((2S)-4-methyl-1-oxo-1-((1-oxo-3-(2-oxo-1-azaspiro[4.5]decan-3-yl)propan-2-yl)amino)pentan-2-yl)-1H-indole-2-carboxamide